[5-(2,3-dimethyl-phenyl)-3-ethyl-2,4-dioxo-3,4-dihydro-2H-pyrimidin-1-yl]-acetic acid CC1=C(C=CC=C1C)C=1C(N(C(N(C1)CC(=O)O)=O)CC)=O